OC(CCCCCCCCCCCCC[C@@H]([C@@H](CC)NC(C)=O)NC(C)=O)O N,N'-[(2S,3R,4S)-Dihydroxyoctadecane-3,4-diyl]diacetamide